tert-Butyl 2-(3-((2-methoxyethyl)amino)propanamido)-5,7-dimethyl-3-(5-(pyridin-3-yl)benzo[d]thiazol-2-yl)-4,7-dihydrothieno[2,3-c]pyridine-6(5H)-carboxylate COCCNCCC(=O)NC1=C(C2=C(C(N(C(C2)C)C(=O)OC(C)(C)C)C)S1)C=1SC2=C(N1)C=C(C=C2)C=2C=NC=CC2